C(CCC)CCC(CCCCCC)=O 1,5-dibutylpentan-3-one